OC1=NN(C=C1)C1=CC(=CC=C1)Cl 3-hydroxy-N-(3-chlorophenyl)pyrazole